C(#N)C1=CC(=C(C(=C1)C)C1=CN=C(C(=N1)NC(=S)N[C@H]1CN(C[C@H](C1)O)C)O)O 1-[6-(4-cyano-2-hydroxy-6-methyl-phenyl)-3-hydroxy-pyrazin-2-yl]-3-[(3R,5S)-5-hydroxy-1-methyl-3-piperidyl]thiourea